ClC1=C(C=CC(=C1)OCC=1C(=NOC1C1CC1)C1=C(C=C(C=C1Cl)F)Cl)C1(CN(C1)C=1C=C(C(=O)O)C=CN1)O 2-(3-(2-chloro-4-((5-cyclopropyl-3-(2,6-dichloro-4-fluorophenyl)isoxazol-4-yl)methoxy)phenyl)-3-hydroxyazetidin-1-yl)isonicotinic acid